9-(2-cyanopyridin-3-yl)-1-(4-fluorophenyl)-8-methoxy-5,6-dihydroimidazo[5,1-a]isoquinoline-3-carboxylic acid C(#N)C1=NC=CC=C1C1=C(C=C2CCN3C(C2=C1)=C(N=C3C(=O)O)C3=CC=C(C=C3)F)OC